C[Si](C)(C)[N-][Si](C)(C)C.[K+] potassium bis(tri-methylsilyl)amide